FC=1C(=NC(=CC1I)N1CCOCC1)N[C@@H](CO)C (2R)-2-[[3-fluoro-4-iodo-6-(morpholin-4-yl)pyridin-2-yl]amino]propan-1-ol